C1(=CC=CC=C1)C#CCOC1(C=CC(C=C1)=O)CC 4-((3-phenylprop-2-yn-1-yl)oxy)-4-ethylcyclohexa-2,5-dien-1-one